1-Pyridin-3-yl-1H-[1,2,3]triazole-4-carboxylic acid {2-[4-(4-fluoro-3-trifluoromethyl-phenoxy)-piperidin-1-yl]-2-oxo-ethyl}-amide FC1=C(C=C(OC2CCN(CC2)C(CNC(=O)C=2N=NN(C2)C=2C=NC=CC2)=O)C=C1)C(F)(F)F